(2R)-oxirane-2-carboxylic acid methyl ester COC(=O)[C@@H]1OC1